1,2-dimethyl-1-cyclopentyl methacrylate C(C(=C)C)(=O)OC1(C(CCC1)C)C